3-(3-hydroxy-5-(5-methoxy-1-methyl-1H-pyrrolo[2,3-c]pyridin-3-yl)picolinamido)-2,2-dimethylpropanoic acid OC=1C(=NC=C(C1)C1=CN(C2=CN=C(C=C21)OC)C)C(=O)NCC(C(=O)O)(C)C